5-(8-((1-(4-(4-chloro-1-(4-hydroxyphenyl)-2-phenylbut-1-en-1-yl)phenyl)piperidin-4-yl)methyl)-3,8-diazabicyclo[3.2.1]octane-3-yl)-2-(2,6-dioxopiperidin-3-yl)-6-fluoroisoindole ClCCC(=C(C1=CC=C(C=C1)O)C1=CC=C(C=C1)N1CCC(CC1)CN1C2CN(CC1CC2)C2=CC1=CN(C=C1C=C2F)C2C(NC(CC2)=O)=O)C2=CC=CC=C2